Methyl 1-benzhydryl-3-((methylsulfonyl)oxy)azetidine-3-carboxylate C(C1=CC=CC=C1)(C1=CC=CC=C1)N1CC(C1)(C(=O)OC)OS(=O)(=O)C